FC(OC1=C(C(=O)NCC2=NN3C(NC=4C=CC=CC4C3=N2)=S)C=CC=C1)F 2-(difluoromethoxy)-N-((5-thioxo-5,6-dihydro-[1,2,4]triazolo[1,5-c]quinazolin-2-yl)methyl)benzamide